FC1=C(C=CC(=C1)F)C1=CC(=CC=C1)C1NOCC1 3-(2',4'-difluoro-[1,1'-biphenyl]-3-yl)isoxazolidine